ClC1=C(C(=NN1C)C1=NOC(=C1)C(C)C)CN1CC(CCCC1)NCCC(C)(C)C 1-((5-Chloro-3-(5-isopropylisoxazol-3-yl)-1-methyl-1H-pyrazol-4-yl)methyl)-N-(3,3-dimethylbutyl)azepan-3-amine